C12(CC3CC(CC(C1)C3)C2)CN2N=CC(=C2C)C=2C(=NC(=CC2)N(C=2N=NC(=C(C2)C)NC=2SC3=NC=CC=C3N2)C)C(=O)NS(=O)(=O)CCCCCC(=O)O 6-(N-(3-(1-((1s,3s)-adamantan-1-ylmethyl)-5-methyl-1H-pyrazol-4-yl)-6-(methyl(5-methyl-6-(thiazolo[5,4-b]pyridin-2-ylamino)pyridazin-3-yl)amino)picolinoyl)sulfamoyl)hexanoic acid